ClC1=CC=C(S1)CNC1=CC(=NN1C(C1=C(C=CC=C1)OC)=O)C1(C(NCCC1)=O)C 3-(5-[(5-chlorothiophen-2-yl)methyl]amino-1-(2-methoxybenzoyl)-1H-pyrazol-3-yl)-3-methylpiperidin-2-one